BrC(OC1=C(C(=C(C=C1)N1C(=CC=C1C)C)F)Cl)(F)F 1-[4-[bromo(difluoro)methoxy]-3-chloro-2-fluoro-phenyl]-2,5-dimethyl-pyrrole